N1(CCCC1)C1=C(CN2CC3(CC2)CCN(CC3)C(=O)OC(C)(C)C)C(=CC=C1)C(F)(F)F tert-butyl 2-(2-(pyrrolidin-1-yl)-6-(trifluoromethyl) benzyl)-2,8-diazaspiro[4.5]decane-8-carboxylate